(S)-3-(6-((5R,6S)-5-(hydroxymethyl)-5,6-dimethyl-2-((4-(4-methylpiperazin-1-yl)phenyl)amino)-5,6-dihydro-7H-pyrrolo[2,3-d]pyrimidin-7-yl)pyridin-2-yl)-4-methyloxazolidin-2-one OC[C@]1([C@@H](N(C=2N=C(N=CC21)NC2=CC=C(C=C2)N2CCN(CC2)C)C2=CC=CC(=N2)N2C(OC[C@@H]2C)=O)C)C